C(C)S(=O)(=O)NC1CCC2(CCN(C2)C[C@@H]2CNCC2)CC1 (S)-3-((8-(ethanesulfonamido)-2-azaspiro[4.5]decane-2-yl)methyl)pyrrolidin